O=S1C=CC=C1 ketothiole